C(CCCCCCCCCC)(=O)N undecylic amide